NC1=NN2C(C=CC(=C2)C=2C=CC(=C(C2)NC(=O)N2OCCC[C@H]2C2=CC=C(C=C2)F)C)=N1 (S)-N-(5-(2-amino-[1,2,4]triazolo[1,5-a]pyridin-6-yl)-2-methylphenyl)-3-(4-fluorophenyl)-1,2-oxazinane-2-carboxamide